CC=1C=C(C(=O)OC)C=CC1C methyl 3,4-dimethylbenzoate